B(O)(O)CCC=1C(=C(C(=O)O)C(=CC1)OC1CN(C1)C(C[C@H](CCC(=O)N)N)=O)O 3-(2-Boronoethyl)-6-({1-[(3S)-3,6-diamino-6-oxohexanoyl]azetidin-3-yl}oxy)-2-hydroxybenzoic acid